3-(1,4-dimethyl-1H-benzo[d][1,2,3]triazol-5-yl)-3-(3-(((R)-2-ethyl-2,3-dihydro-[1,4]oxazepino[6,7-g]isoquinolin-4(5H)-yl)methyl)-4-methylphenyl)-2,2-dimethylpropanoic Acid CN1N=NC2=C1C=CC(=C2C)C(C(C(=O)O)(C)C)C2=CC(=C(C=C2)C)CN2C[C@H](OC1=C(C=C3C=CN=CC3=C1)C2)CC